CCCCCCCCCCCCCCCC(=O)OC[C@H](COP(=O)([O-])OCC[NH3+])OC(=O)CCCCCCC/C=C\\CCCCCCCC The molecule is a phosphatidylethanolamine 34:1 zwitterion obtained by transfer of a proton from the phosphate to the amino group of 1-hexadecanoyl-2-(9Z-octadecenoyl)-sn-glycero-3-phosphoethanolamine. It is a tautomer of a 1-hexadecanoyl-2-(9Z-octadecenoyl)-sn-glycero-3-phosphoethanolamine.